2-amino-4-bromo-benzothiophene-3-carbonitrile NC=1SC2=C(C1C#N)C(=CC=C2)Br